C1(CC1)C=1C=CC=2N(C1)C=C(N2)CNC2=CC(=NC=C2)NC(OC(C)C2=CC(=CC=C2)Cl)=O 1-(3-chlorophenyl)ethyl (4-(((6-cyclopropylimidazo[1,2-a]pyridin-2-yl)methyl)amino)pyridin-2-yl)carbamate